C(C=C)(=O)N1C(CCCC1)C1=NC(=C2N1C=CN=C2N)C=2C=C(C(=O)NC1=NC=CC(=C1)CCC)C=CC2 3-(1-acryloyl-piperidin-2-yl-8-aminoimidazo[1,5-a]pyrazin-1-yl)-N-(4-propyl-pyridin-2-yl)benzamide